2-[2-(4,4-difluoro-1-piperidyl)-6-methyl-pyrimidin-4-yl]ethynyl-triisopropyl-silane FC1(CCN(CC1)C1=NC(=CC(=N1)C#C[Si](C(C)C)(C(C)C)C(C)C)C)F